5-(4-methyl-1H-1,2,3-triazol-1-yl)phenol CC=1N=NN(C1)C=1C=CC=C(C1)O